CC1=CC=C(C=C1)S(=O)(=O)O.CN(C1=CC=C(C=C1)N\C(=C\1/C(NC2=CC(=CC=C12)C(=O)OC)=O)\C1=CC=CC=C1)C(CN1CCN(CC1)C)=O methyl (3Z)-3-{[(4-{methyl [(4-methylpiperazin-1-yl) acetyl] amino} phenyl) amino] (phenyl) methylene}-2-oxo-2,3-dihydro-1H-indole-6-carboxylate p-toluenesulfonate